(R)-11-(1-aminoethyl)-5,6-dihydro-7H-benzo[c]xanthen-7-one N[C@H](C)C=1C=2OC=3C4=C(CCC3C(C2C=CC1)=O)C=CC=C4